N(=C=S)C1=CC=C(C=C1)NC(=O)NC1=CC=C(C=C1)N=C=S 1,3-bis(4-isothiocyanatophenyl)urea